2-chloro-N-((1-(3-fluorophenyl)-1H-1,2,4-triazol-3-yl)methyl)-N-methyl-6,7-dihydro-5H-cyclopenta[d]pyrimidin-4-amine ClC=1N=C(C2=C(N1)CCC2)N(C)CC2=NN(C=N2)C2=CC(=CC=C2)F